C1(=CC=CC=C1)C1=NC(=CC(=N1)C=1C=C(C=C(C1)N1C2=CC=CC=C2C=2C=C(C=CC12)C1=CC2=C(SC3=C2C=CC=C3)C=C1)N1C3=CC=CC=C3C=3C=C(C=CC13)C1=CC3=C(SC2=C3C=CC=C2)C=C1)C1=CC=CC=C1 9,9'-(5-(2,6-diphenylpyrimidin-4-yl)-1,3-phenylene)bis(3-(dibenzo[b,d]thiophen-2-yl)-9H-carbazole)